C1(=CC=CC=C1)S(=O)(=O)N1C(=C2CCCC(C2=C1)=O)C1=CC(=C(C(=C1)OC)OC)OC 2-(benzenesulfonyl)-1-(3,4,5-trimethoxyphenyl)-2,5,6,7-tetrahydro-4H-isoindol-4-one